(7-(4-methoxybenzyl)-8-methyl-5,6,7,8-tetrahydroimidazo[1,5-a]pyrazin-3-yl)-3-methyl-1,2,4-thiadiazole COC1=CC=C(CN2C(C=3N(CC2)C(=NC3)C3=NC(=NS3)C)C)C=C1